C1C(CC12OCCO2)C2=CC=C(C=C2)C=2C(=NC(=CC2)OCC2=CC=CC=C2)OCC2=CC=CC=C2 3-(4-(5,8-dioxaspiro[3.4]octan-2-yl)phenyl)-2,6-bis(benzyloxy)pyridine